4-chloro-2,2-dimethylbutan-1-one ClCCC(C=O)(C)C